BrC1=CC=C2CCN([C@H](C2=C1)C)C(=O)C1=CC=CC=C1 [(1S)-7-bromo-1-methyl-3,4-dihydro-1H-isoquinolin-2-yl]-phenyl-methanon